C(C)(C)(C)OC(=O)NC1=NC2=NC=C(N=C2C(=N1)N1N=CN=C1)CO 2-(tert-Butoxycarbonylamino)-6-(hydroxymethyl)-4-(1H-1,2,4-triazol-1-yl)pteridine